5-nitro-2-(2-(pyrrolidin-1-yl)ethoxy)benzaldehyde [N+](=O)([O-])C=1C=CC(=C(C=O)C1)OCCN1CCCC1